N-(3-bromophenyl)-N-((4-(3-(tert-butyl)-1,2,4-oxadiazol-5-yl)bicyclo[2.2.2]octan-1-yl)methyl)-3-fluorobicyclo[1.1.1]pentane-1-carboxamide BrC=1C=C(C=CC1)N(C(=O)C12CC(C1)(C2)F)CC21CCC(CC2)(CC1)C1=NC(=NO1)C(C)(C)C